O[C@@H]1[C@H]([C@H](NC1)CC1=CC=C(C=C1)OC)N(C(OCCOCC=C)=O)C[C@@H]1CN(CC1)C Ethylene Glycol Monoallyl ether (2R,3S,4S)-4-hydroxy-2-[(4-methoxyphenyl)methyl]pyrrolidin-3-yl-N-{[(3S)-1-methylpyrrolidin-3-yl]methyl}carbamate